2-Chloro-5-{[(3,3-dimethylbutyryl)amino]methyl}-N-[1-(6-methoxypyridin-3-yl)-1H-indazol-4-yl]benzamide ClC1=C(C(=O)NC2=C3C=NN(C3=CC=C2)C=2C=NC(=CC2)OC)C=C(C=C1)CNC(CC(C)(C)C)=O